N1[C@@H](CC1)CN1C(=NC2=C1C=C(C=C2)C(=O)OC)CC2=C(C=C(C=C2)C2=NC(=CC=C2)OCC2=C(C=C(C=C2)C#N)F)F Methyl (S)-1-(azetidin-2-ylmethyl)-2-(4-(6-((4-cyano-2-fluorobenzyl)oxy)pyridin-2-yl)-2-fluorobenzyl)-1H-benzo[d]imidazole-6-carboxylate